phenethyl carboxybenzoate C(=O)(O)C1=C(C(=O)OCCC2=CC=CC=C2)C=CC=C1